3-(1-oxo-5-(((1S,2R)-2-(3-(2,2,2-trifluoroethoxy)azetidin-1-yl)cyclopentyl)oxy)isoindolin-2-yl)piperidine-2,6-dione O=C1N(CC2=CC(=CC=C12)O[C@@H]1[C@@H](CCC1)N1CC(C1)OCC(F)(F)F)C1C(NC(CC1)=O)=O